1-(4-hydroxypiperidin-1-yl)-2-phenyl-2-(4-thioxo-1,4-dihydro-5H-pyrazolo[3,4-d]pyrimidin-5-yl)ethan-1-one OC1CCN(CC1)C(C(N1C=NC2=C(C1=S)C=NN2)C2=CC=CC=C2)=O